NC=1C=C(C=CC1)C=1C=C2N(N=CC(=C2N[C@H]2C([C@@](CC2)(C)N)(C)C)C(=NC2=C(C=C(C=C2)O)CC)N)C1 6-(3-aminophenyl)-4-[[(1R,3S)-3-amino-2,2,3-trimethyl-cyclopentyl]amino]-N'-(2-ethyl-4-hydroxy-phenyl)pyrrolo[1,2-b]pyridazine-3-carboxamidine